C(=O)(OC(C)(C)C)C(C(=O)O)OCCOCCN (Boc)-(2-[2-(2-aminoethoxy)ethoxy]acetic acid)